C1(=CC=CC2=CC=CC=C12)[C@@H](C)NC(C1=CC(=CC=C1)C(=O)N1CCN(CC1)CCC)=O (R)-N-(1-(naphthalen-1-yl)ethyl)-3-(4-propylpiperazine-1-carbonyl)benzamide